C1=C(C(=C2C=CC=C3C4=CC=CC=C4C1=C23)O)O fluoranthene-2,3-diol